COC(=O)C1=NN(C=N1)CC=1C(=NC(=CC1)N1CC2CC2C1)C 1-[(6-{3-Azabicyclo[3.1.0]hex-3-yl}-2-methylpyridin-3-yl)methyl]-1H-1,2,4-triazole-3-carboxylic acid methyl ester